3-(7-fluoro-5-((4-(4-(1-(4-hydroxyphenyl)-2-phenylbut-1-en-1-yl)phenyl)piperazin-1-yl)methyl)-1-oxoisoindoline-2-yl)piperidine-2,6-dione FC=1C=C(C=C2CN(C(C12)=O)C1C(NC(CC1)=O)=O)CN1CCN(CC1)C1=CC=C(C=C1)C(=C(CC)C1=CC=CC=C1)C1=CC=C(C=C1)O